2-(2,6-Dioxopiperidin-3-Yl)-5-(4-(2-(2-Hydroxyethoxy)Ethyl)Piperazin-1-Yl)Isoindoline-1,3-Dione O=C1NC(CCC1N1C(C2=CC=C(C=C2C1=O)N1CCN(CC1)CCOCCO)=O)=O